C(CCC)C1=CC=C(C=C1)C#CC1=CC=C(C=C1)C1=C(C=C(C=C1F)N=C=S)F 2-[4-[2-(4-butylphenyl)ethynyl]phenyl]-1,3-difluoro-5-isothiocyanato-benzene